(2,2-dimethylbenzo[d][1,3]dioxol-4-yl)-4-iodo-2-(6-azaspiro[2.5]octan-6-yl)benzamide CC1(OC2=C(O1)C=CC=C2C=2C(=C(C(=O)N)C=CC2I)N2CCC1(CC1)CC2)C